N-(8-(3,3-difluorocyclobutyl)-7H-purin-6-yl)-2-(3-fluoro-5-(1-(4-fluorophenyl)-1H-pyrazol-4-yl)phenyl)acetamide FC1(CC(C1)C1=NC2=NC=NC(=C2N1)NC(CC1=CC(=CC(=C1)C=1C=NN(C1)C1=CC=C(C=C1)F)F)=O)F